NC=1OC2=C(N1)C=C(C=C2)C=2C=CC=1N(C2)C(=CN1)C(=O)N1CC2N(C(CC1)C2)C(=O)C=2C=C(CC1=NNC(C3=CC=CC=C13)=O)C=CC2F 4-(3-(3-(6-(2-aminobenzo[d]oxazol-5-yl)imidazo[1,2-a]pyridine-3-carbonyl)-3,7-diazabicyclo[4.1.1]octane-7-carbonyl)-4-fluorobenzyl)phthalazin-1(2H)-one